2-(2-(5-amino-2-propylcyclohexyl)propan-2-yl)-4-propylcyclohexane-1-amine NC1CCC(C(C1)C(C)(C)C1C(CCC(C1)CCC)N)CCC